C(CCCCCCCCCCCCCCC)(=O)OCC(OC(CCCCCCC\C=C/CCCCCCCC)=O)CO 1-palmitoyl-2-oleoyl-glycerol